O1N=CC(=C1)C1=CC(=C2C=NNC2=C1)NCCOCCCCNCC=1C=C(C(=O)O)C=C(C1)OC(F)(F)F 3-(((4-(2-((6-(isoxazol-4-yl)-1H-indazol-4-yl)amino)ethoxy)butyl)amino)methyl)-5-(trifluoromethoxy)benzoic acid